N-cyclopropyl-2-(difluoromethoxy)-4-[7-[[(3R)-1-(2-hydroxyethyl)pyrrolidin-3-yl]methoxy]imidazo[1,2-a]pyridin-3-yl]-6-methoxy-benzamide C1(CC1)NC(C1=C(C=C(C=C1OC)C1=CN=C2N1C=CC(=C2)OC[C@H]2CN(CC2)CCO)OC(F)F)=O